N-((5-chloro-6-((3-methylisoxazol-5-yl)methoxy)-1H-indol-2-yl)methyl)-1,4-dioxane-2-carboxamide ClC=1C=C2C=C(NC2=CC1OCC1=CC(=NO1)C)CNC(=O)C1OCCOC1